3,5-dibromo-1-(2-methoxypropyl)-1H-1,2,4-triazole BrC1=NN(C(=N1)Br)CC(C)OC